5-methyl-6-(4,4,5,5-tetramethyl-1,3,2-dioxaborolan-2-yl)benzo[d]thiazol-2-amine CC=1C(=CC2=C(N=C(S2)N)C1)B1OC(C(O1)(C)C)(C)C